3-amino-3-{[3-(cyclopentyloxy)-3-oxopropyl]carbamoyl}propanoic acid NC(CC(=O)O)C(NCCC(=O)OC1CCCC1)=O